1-(7-((2-((1-Methyl-3-phenyl-1H-pyrazol-5-yl)amino)pyridin-4-yl)amino)indolin-1-yl)ethan-1-one CN1N=C(C=C1NC1=NC=CC(=C1)NC=1C=CC=C2CCN(C12)C(C)=O)C1=CC=CC=C1